zirconium tetra(ethylacetoacetate) C(C)CC(CC(=O)[O-])=O.C(C)CC(CC(=O)[O-])=O.C(C)CC(CC(=O)[O-])=O.C(C)CC(CC(=O)[O-])=O.[Zr+4]